OC(CN1CCC(CC1)NC1=C2C=C(N(C2=CC=C1)CC(F)(F)F)C#CCNC1=CC=C(C=C1)S(=O)(=O)N)C 4-{[3-(4-{[1-(2-hydroxypropyl)piperidin-4-yl]amino}-1-(2,2,2-trifluoroethyl)-1H-indol-2-yl)prop-2-yn-1-yl]amino}benzene-1-sulfonamide